N-(2-(2,6-dioxopiperidin-3-yl)-1-oxoisoindolin-5-yl)-5-hydroxypicolinamide O=C1NC(CCC1N1C(C2=CC=C(C=C2C1)NC(C1=NC=C(C=C1)O)=O)=O)=O